(S)-2-((7-amino-2-(furan-2-yl)-[1,2,4]triazolo[1,5-a][1,3,5]triazin-5-yl)amino)-1-(4-(2,4-difluorophenyl)piperazin-1-yl)-3-(piperidin-1-yl)propan-1-one NC1=NC(=NC=2N1N=C(N2)C=2OC=CC2)N[C@H](C(=O)N2CCN(CC2)C2=C(C=C(C=C2)F)F)CN2CCCCC2